(E)-6-(6-(2-(5-cyclopropyl-3-(2,6-dichlorophenyl)isoxazol-4-yl)vinyl)-3-azabicyclo[3.1.0]hex-3-yl)-4-(trifluoromethyl)quinoline-2-carboxylic acid C1(CC1)C1=C(C(=NO1)C1=C(C=CC=C1Cl)Cl)/C=C/C1C2CN(CC12)C=1C=C2C(=CC(=NC2=CC1)C(=O)O)C(F)(F)F